BrC=1C(=CC2=C(OC3=C2C=C(C=C3[2H])[2H])C1[2H])[2H] 3-bromodibenzo[b,d]furan-2,4,6,8-d4